5'-bromo-3',4'-dihydrospiro[cyclopropane-1,2'-naphthalene]-1'-one BrC1=C2CCC3(C(C2=CC=C1)=O)CC3